acetoxytripropyl-silane C(C)(=O)O[Si](CCC)(CCC)CCC